C1(=CC=CC=C1)C=1N=C2N(C=C(C=C2C2=CC=CC=C2)C2=CC=C(C=C2)C=CS(=O)(=O)OC)C1 methyl 2-(4-(2,8-diphenylimidazo[1,2-a]pyridin-6-yl)phenyl)ethene-1-sulfonate